tert-butyl 3-oxospiro[furo[2,3-b]pyridine-2,4'-piperidine]-1'-carboxylate O=C1C=2C(=NC=CC2)OC12CCN(CC2)C(=O)OC(C)(C)C